1H-pyrazolo[3,4-b]pyridin-3-ylmethanamine N1N=C(C=2C1=NC=CC2)CN